N-Allylindolin C(C=C)N1CCC2=CC=CC=C12